NC=1C=C2C(=NNC2=CC1)C=O 5-AMINO-1H-INDAZOLE-3-CARBOXALDEHYDE